FC1=CC=C2C(=C(C=NC2=C1)C(=O)N)N1CC(C1)F 7-fluoro-4-(3-fluoroazetidin-1-yl)quinoline-3-carboxamide